(R)-7-((1-((1-(3-(difluoro(piperidin-4-yl)methyl)phenyl)ethyl)amino)-4-methyl-7-morpholinophthalazin-6-yl)oxy)heptyl ethanesulfonate C(C)S(=O)(=O)OCCCCCCCOC=1C=C2C(=NN=C(C2=CC1N1CCOCC1)N[C@H](C)C1=CC(=CC=C1)C(C1CCNCC1)(F)F)C